Methyl 4-[1-[[4-[2-(2-cyanophenoxy)ethylamino]tetrahydropyran-4-carbonyl]amino]cyclopropyl]benzoate C(#N)C1=C(OCCNC2(CCOCC2)C(=O)NC2(CC2)C2=CC=C(C(=O)OC)C=C2)C=CC=C1